Cl.F[C@@H]1CNC[C@@H]1F |o1:2,6| rel-(3R,4S)-3,4-difluoropyrrolidine hydrochloride